5-((2R,4S)-2-(2,5-difluorophenyl)-4-fluoropyrrolidin-1-yl)-N-(4-(piperidine-4-yl)phenyl)pyrazolo[1,5-a]pyrimidine-3-carboxamide FC1=C(C=C(C=C1)F)[C@@H]1N(C[C@H](C1)F)C1=NC=2N(C=C1)N=CC2C(=O)NC2=CC=C(C=C2)C2CCNCC2